5-(N-(2-(4-(3-bromothiophene-2-carbonyl)piperazin-1-yl)phenyl)-N-(3-phenylpropyl)sulfamoyl)-3-methylbenzothiophene-2-carboxylic acid ethyl ester C(C)OC(=O)C=1SC2=C(C1C)C=C(C=C2)S(N(CCCC2=CC=CC=C2)C2=C(C=CC=C2)N2CCN(CC2)C(=O)C=2SC=CC2Br)(=O)=O